6-amino-N'-(pyrimidin-2-yl)-N-((5-(trifluoromethyl)pyridin-2-yl)methyl)phenanthridine-2-carbohydrazide NC=1N=C2C=CC(=CC2=C2C=CC=CC12)C(=O)N(NC1=NC=CC=N1)CC1=NC=C(C=C1)C(F)(F)F